{2-[4-(4-chlorobenzoyloxy)-1H-indol-3-yl]ethyl}dipropylazanium chloride [Cl-].ClC1=CC=C(C(=O)OC2=C3C(=CNC3=CC=C2)CC[NH+](CCC)CCC)C=C1